(1S,9S)-4-methoxy-17-methyl-17-azatetracyclo[7.5.3.01,10.02,7]heptadeca-2(7),3,5-trien-5-amine dihydrochloride salt Cl.Cl.COC1=CC=2[C@@]34C([C@H](CC2C=C1N)N(CC4)C)CCCC3